methyl 3-((R)-4-methyl-2-(methylsulfonyloxy)pentanamido)-3-(2'-methylbiphenyl-3-yl)propanoate CC(C[C@H](C(=O)NC(CC(=O)OC)C=1C=C(C=CC1)C1=C(C=CC=C1)C)OS(=O)(=O)C)C